2-((1H-pyrrolo[2,3-b]pyridin-5-yl)oxy)-4-(2-((S)-2-(2-isopropylphenyl)pyrrolidin-1-yl)-7-azaspiro[3.5]nonan-7-yl)benzamide N1C=CC=2C1=NC=C(C2)OC2=C(C(=O)N)C=CC(=C2)N2CCC1(CC(C1)N1[C@@H](CCC1)C1=C(C=CC=C1)C(C)C)CC2